CC1=NC=NC=C1C1C(C1)C(=O)N 2-(4-methylpyrimidin-5-yl)cyclopropanecarboxamide